ClC=1C(=C(C(=CC1)N1N=NN=C1)C=1N=C2N(C(C1)=O)[C@@H](C[C@H]2C)C=2NC(=CN2)C2=CC=C(C=C2)NC(OC)=O)F |o1:19,21| methyl 4-(2-((6S*,8R*)-2-(3-chloro-2-fluoro-6-(1H-tetrazol-1-yl)phenyl)-8-methyl-4-oxo-4,6,7,8-tetrahydropyrrolo[1,2-a]pyrimidin-6-yl)-1H-imidazol-5-yl)phenylcarbamate